C(C)(=O)O.[Li] Lithium Acetic Acid